C(C1=CC=CC=C1)OC1=C(C=CC(=C1)N1N=CC=N1)C=1N=C2N(C=CC(=N2)O)C1 2-(2-(benzyloxy)-4-(2H-1,2,3-triazol-2-yl)phenyl)imidazo[1,2-a]pyrimidin-7-ol